CN(C(=O)C=1C=C(C=CC1)NC1=NC=2C=CN=CC2C2=C1C=C(N2)C(=O)O)C 4-((3-(dimethylcarbamoyl)phenyl)amino)-1H-pyrrolo[3,2-c][1,6]naphthyridine-2-carboxylic acid